(R)-1-(3-(3-chloro-5-(1H-pyrazol-4-yl)phenyl)morpholino)prop-2-en-1-one ClC=1C=C(C=C(C1)C=1C=NNC1)[C@@H]1COCCN1C(C=C)=O